tert-butyl 2,4-dichloro-5,6-dihydropyrido[3,4-d]pyrimidine-7(8H)carboxylate ClC=1N=C(C2=C(N1)CN(CC2)C(=O)OC(C)(C)C)Cl